FCCN1N=CC(=C1)C1=NC=CC(=N1)NC=1N=CC2=C(C=CC(=C2C1)C(C)C)N1[C@@H]([C@H](C1)CS(=O)(=O)C)C N-(2-(1-(2-fluoroethyl)-1H-pyrazol-4-yl)pyrimidin-4-yl)-5-isopropyl-8-((2R,3S)-2-methyl-3-((methylsulfonyl)methyl)azetidin-1-yl)isoquinolin-3-amine